FC1=C(C=C(CC2=NNC(C3=CC=CC=C23)=O)C=C1)C(=O)N1CC(C1)CN1CCCC1 4-(4-fluoro-3-(3-(pyrrolidin-1-ylmethyl)azetidine-1-carbonyl)benzyl)phthalazin-1(2H)-one